C1(CC1)N1C(C(N(C=2C=C3C(=CC12)C(=NN=C3N[C@H](C)C=3C(=C(C#N)C=CC3)C)C)C)=O)C 3-((1R)-1-((1-cyclopropyl-2,4,9-trimethyl-3-oxo-1,2,3,4-tetrahydropyridazino[4,5-g]quinoxalin-6-yl)amino)ethyl)-2-methylbenzonitrile